1-{2-chloro-4-[(6,7-dimethoxyquinolin-4-yl)oxy]phenyl}-3-(5-methylisoxazol-3-yl)urea hydrochloride hydrate O.Cl.ClC1=C(C=CC(=C1)OC1=CC=NC2=CC(=C(C=C12)OC)OC)NC(=O)NC1=NOC(=C1)C